C(C)C(COC)(COC)CCCC 2-ethyl-2-butyl-1,3-dimethoxypropane